bis(tert-butyl)cumene C(C)(C)(C)C=1C(=C(C=CC1)C(C)C)C(C)(C)C